pyrazolo[1,5-a]pyrido[3,2-e]pyrazine-4(5H)-one N1=CC=C2N1C1=C(NC2=O)C=CC=N1